Cl.CC1=NC2=CC=CC=C2C(=N1)OCCN1CCC(CC1)(O)C(F)(F)F 1-(2-((2-Methylquinazolin-4-yl)oxy)ethyl)-4-(trifluoromethyl)piperidin-4-ol hydrochloride